6-(2-amino-5-(4-(4-(2,2,2-trifluoroethyl)piperazin-1-yl)phenyl)pyridin-3-yl)-3,4-dihydroisoquinolin-1(2H)-one NC1=NC=C(C=C1C=1C=C2CCNC(C2=CC1)=O)C1=CC=C(C=C1)N1CCN(CC1)CC(F)(F)F